methyl 5-(8-(1,3-dimethyl-7-morpholino-2-oxo-1,2-dihydro-1,6-naphthyridin-5-yl)-6-methyl-5-oxo-5,6-dihydro-2,6-naphthyridin-3-yl)picolinate CN1C(C(=CC2=C(N=C(C=C12)N1CCOCC1)C1=CN(C(C=2C=C(N=CC12)C=1C=CC(=NC1)C(=O)OC)=O)C)C)=O